4-[(4R)-4-[(2S)-2-{[(tert-butoxy)carbonyl]amino}-5-(2-nitro-1H-imidazol-1-yl)pentanamido]-3,3-dimethylpyrrolidin-1-yl]butanoic acid C(C)(C)(C)OC(=O)N[C@H](C(=O)N[C@@H]1C(CN(C1)CCCC(=O)O)(C)C)CCCN1C(=NC=C1)[N+](=O)[O-]